N-(1-(4-chlorophenyl)-5-phenyl-1H-pyrazol-3-yl)-4-(trifluoromethyl)benzenesulfonamide ClC1=CC=C(C=C1)N1N=C(C=C1C1=CC=CC=C1)NS(=O)(=O)C1=CC=C(C=C1)C(F)(F)F